C(C)(C)(C)OC(=O)N1C(CCCCC1)C=1NC(=C(N1)C1=CC=C(C(=O)O)C=C1)C(=O)OCC 4-(2-(1-(tert-butoxycarbonyl)azepan-2-yl)-5-(ethoxycarbonyl)-1H-imidazol-4-yl)benzoic acid